NC1=C(C(=CC(=C1)F)C#C)C1=C(C=C(C(=C1)Cl)C(=O)NC=1C=NC(=C(C1)Cl)N1N=CC=N1)F 2'-amino-5-chloro-N-(5-chloro-6-(2H-1,2,3-triazol-2-yl)pyridin-3-yl)-6'-ethynyl-2,4'-Difluoro-[1,1'-biphenyl]-4-carboxamide